2-Methylthio-6-aminopyrimidin-4(3H)-one CSC1=NC(=CC(N1)=O)N